CC12CC3(CC(CC(C1)(C3)C)C2)C(=O)NC=2SC3=C(N2)C=CC(=C3)C(=O)OCC ethyl 2-(3,5-dimethyladamantane-1-amido)-1,3-benzothiazole-6-carboxylate